2'-Chloro-6'-cyclopropyl-3-(4-methyl-4H-1,2,4-triazol-3-yl)-[2,4'-bipyridine]-5-carbonitrile ClC1=NC(=CC(=C1)C1=NC=C(C=C1C1=NN=CN1C)C#N)C1CC1